ClC1=C(C(=C(C=C1OC)OC)Cl)C1=CC=2C(=NC(=NC2)NC)N2C1=NC(=N2)CCCN2C1CN(CC2CC1)C(C=C)=O 1-(8-(3-(4-(2,6-dichloro-3,5-dimethoxyphenyl)-8-(methylamino)-[1,2,4]triazolo[1',5':1,6]pyrido[2,3-d]pyrimidin-2-yl)propyl)-3,8-diazabicyclo[3.2.1]octan-3-yl)prop-2-en-1-one